ClC1=NC(=CC(=C1)OC(F)F)Cl 2,6-dichloro-4-(difluoromethoxy)pyridine